NC=1N=C(C=2C(N1)=CN(N2)CC2=C(C=C(C=C2)N2CCC(CC2)C(=O)NCCCNC(CCCCCCCCCCCCCCCCC)=O)OC)NCCCC 1-(4-((5-amino-7-(butylamino)-2H-pyrazolo[4,3-d]pyrimidin-2-yl)methyl)-3-methoxyphenyl)-N-(3-stearamidopropyl)piperidine-4-carboxamide